FC=1C=2N(C=C(C1)NC(=O)C=1C=CC(=C3C=CC(=NC13)OCCOC)N1CCNCC1)C=C(N2)C N-{8-fluoro-2-methylimidazo[1,2-a]pyridin-6-yl}-2-(2-methoxyethoxy)-5-(piperazin-1-yl)quinoline-8-carboxamide